FC=1C(=NC=C(C1)F)NC(CC)=O N-(3,5-difluoropyridin-2-yl)propanamide